FC(C)(C)C1=C(C=CC=C1)[C@H]1NCCC1 (S)-2-(2-(2-fluoroprop-2-yl)phenyl)pyrrolidine